COC1=NC=CC(=C1C1=CN(C2=NC(=CC=C21)NC(=O)NCCN2CCN(CC2)C(=O)OC(C)(C)C)COCC[Si](C)(C)C)OC tert-butyl 4-[2-([[3-(2,4-dimethoxypyridin-3-yl)-1-[[2-(trimethylsilyl)ethoxy]methyl]pyrrolo[2,3-b]pyridin-6-yl]carbamoyl]amino)ethyl]piperazine-1-carboxylate